(1-Methyl-5-morpholino-6-oxo-1,6-dihydropyridazin-3-yl)boronic acid CN1N=C(C=C(C1=O)N1CCOCC1)B(O)O